(±)-phenylethanolamine C1=CC=C(C=C1)C(CN)O